BrC=1NC2=NC(=NC(=C2N1)N1C(COCC1)C)Cl 4-(8-bromo-2-chloro-9H-purin-6-yl)-3-methylmorpholine